5-(3-fluorophenyl)-N-(piperidin-4-yl)-3-ureidothiophene-2-carboxamide FC=1C=C(C=CC1)C1=CC(=C(S1)C(=O)NC1CCNCC1)NC(=O)N